N1=C(C=CC=C1)C1(CC1)NC(=O)[C@@H]1CN(CC[C@H]1NC(=O)C1=NOC(=C1)C1=C(C=C(C=C1F)F)F)[C@H]1[C@@H](CCC1)C (3R,4R)-1-((1R,2R)-2-Methyl-cyclopentyl)-4-{[5-(2,4,6-trifluoro-phenyl)-isoxazole-3-carbonyl]-amino}-piperidine-3-carboxylic acid (1-pyridin-2-yl-cyclopropyl)-amide